N1(CCCCC1)C1CCC(CC1)C(=O)OCC([C@H](C[C@H]1C(NCC1)=O)NC([C@H](CC(C)C)NC(=O)C=1NC2=CC=CC(=C2C1)OC)=O)=O (S)-3-((S)-2-(4-methoxy-1H-indole-2-carboxamido)-4-methylpentanamido)-2-oxo-4-((S)-2-oxopyrrolidin-3-yl)butyl 4-(piperidin-1-yl)cyclohexane-1-carboxylate